CC(CC(C)=O)=O n-pentane-2,4-dione